Ethylene glycol bis-hydroxymethyl ether OC(O)OCCO